2-methylpropane-2-yl 4-methylideneazepane-1-carboxylate C=C1CCN(CCC1)C(=O)OC(C)(C)C